C1(CC1)CN1N=C(C2=NN(C(C(=C21)C2=CC=C(C=C2)OC)=O)C2=CC1=CN(N=C1C=C2)C)C 1-(cyclopropylmethyl)-7-(4-methoxyphenyl)-3-methyl-5-(2-methyl-2H-indazol-5-yl)-1,5-dihydro-6H-pyrazolo[4,3-c]pyridazin-6-one